C1(CCCCC1)(C1=CC=C(C=C1)N1C(C=CC1=O)=O)C1=CC=C(C=C1)N1C(C=CC1=O)=O N,N'-[cyclohexylidenebis(4,1-phenylene)]bismaleimide